tert-butyl((5-methyl-6-((1-(naphthalen-1-yl)cyclopropyl)carbamoyl) indolin-2-yl)methyl)carbamate C(C)(C)(C)OC(NCC1NC2=CC(=C(C=C2C1)C)C(NC1(CC1)C1=CC=CC2=CC=CC=C12)=O)=O